bis(2,3-epoxypropyl) disulfide C(C1CO1)SSCC1CO1